(5aR,5bS,7aS,10aS,10bR)-5a,7a-dimethyl-2-(pyridin-2-yl)-5,5a,5b,6,7,7a,8,9,10,10a,10b,11-dodecahydro-4H-cyclopenta[7,8]phenanthro[2,1-d]thiazol-8-ol C[C@@]12CCC=3N=C(SC3C2=CC[C@H]2[C@H]3[C@](CC[C@H]12)(C(CC3)O)C)C3=NC=CC=C3